dipropoxycobalt C(CC)O[Co]OCCC